ethyl 3-chloro-1-(3-chloropyridin-2-yl)-4,5-dihydro-1H-pyrazole-5-carboxylate ClC1=NN(C(C1)C(=O)OCC)C1=NC=CC=C1Cl